C(C)(C)(C)OC(=O)N1[C@H]2C[C@H]2[C@H](C1)CC(C(=O)OC)NC(=O)OC(C)(C)C (1S,4R,5S)-4-(2-((tert-Butoxycarbonyl)amino)-3-methoxy-3-oxopropyl)-2-azabicyclo[3.1.0]hexane-2-carboxylic acid tert-butyl ester